benzyl 3-(4-trifluoromethylbenzyl)-2-chloro-4-oxo-3,5,7,8-tetrahydropyrido[4,3-d]pyrimidine-6(4H)-carboxylate FC(C1=CC=C(CN2C(=NC3=C(C2=O)CN(CC3)C(=O)OCC3=CC=CC=C3)Cl)C=C1)(F)F